(7R,14R)-1-(difluoromethoxy)-11-(hex-1-yn-1-yl)-6-(methyl-d3)-6,7-dihydro-7,14-methanobenzo[f]benzo[4,5]imidazo[1,2-a][1,4]diazocin-5(14H)-one FC(OC1=CC=CC=2C(N([C@H]3C=4N([C@@H](C21)C3)C3=C(N4)C=CC(=C3)C#CCCCC)C([2H])([2H])[2H])=O)F